(1S)-N-(2,6-dioxo-3-piperidinyl)tetralin-1-carboxamide O=C1NC(CCC1NC(=O)[C@H]1CCCC2=CC=CC=C12)=O